1-(4-((1r,3r,5r,7r)-adamantan-2-yl)butyl)-3-((5-(4-chlorophenyl)-1-(2,4-dichlorophenyl)-4-methyl-1H-pyrazol-3-yl)methyl)urea C12C(C3CC(CC(C1)C3)C2)CCCCNC(=O)NCC2=NN(C(=C2C)C2=CC=C(C=C2)Cl)C2=C(C=C(C=C2)Cl)Cl